ClC=1N=NC(=CC1)OC1CC1 3-chloro-6-cyclopropyloxypyridazine